(S)-28-((((9H-fluoren-9-yl)methoxy)carbonyl)amino)-27-oxo-2,5,8,11,14,17,20,23-octaoxa-26-azahentriacontan-31-oic acid C1=CC=CC=2C3=CC=CC=C3C(C12)COC(=O)N[C@H](C(NCCOCCOCCOCCOCCOCCOCCOCCOC)=O)CCC(=O)O